N-[3-[2-(difluoromethoxy)-5-isopropylsulfanyl-phenyl]-1-[2-[4-(2,2-difluoropropylamino)-1-piperidyl]-2-oxo-ethyl]pyrazol-4-yl]pyrazolo[1,5-a]pyrimidine-3-carboxamide FC(OC1=C(C=C(C=C1)SC(C)C)C1=NN(C=C1NC(=O)C=1C=NN2C1N=CC=C2)CC(=O)N2CCC(CC2)NCC(C)(F)F)F